BrC(C)C1=CC(=CN2C1=NC(=C(C2=O)C)N2CCC(CC2)(C)C)C 9-(1-bromoethyl)-2-(4,4-dimethylpiperidin-1-yl)-3,7-dimethyl-4H-pyrido[1,2-a]pyrimidin-4-one